3-(ethoxymethoxy)-4-(4-(((1s,3s)-3-hydroxyl-3-methylcyclobutyl)amino)-5,6,7,8-tetrahydrophthalazin-1-yl)benzaldehyde C(C)OCOC=1C=C(C=O)C=CC1C1=NN=C(C=2CCCCC12)NC1CC(C1)(C)O